7-FLUOROBENZO[D]OXAZOLE-2-CARBALDEHYDE FC1=CC=CC=2N=C(OC21)C=O